2-(5-(3,5-dichlorophenyl)-5-(trifluoromethyl)-4,5-dihydroisoxazol-3-yl)-N-(2-(isobutylamino)-2-oxoethyl)-2,3-dihydro-1H-pyrrolo[3,4-c]pyridine-6-carboxamide ClC=1C=C(C=C(C1)Cl)C1(CC(=NO1)N1CC=2C=NC(=CC2C1)C(=O)NCC(=O)NCC(C)C)C(F)(F)F